3-[2-(2-propenyl)cyclohexyl]propanoic acid C(C=C)C1C(CCCC1)CCC(=O)O